methyl N-(tert-butoxycarbonyl)-L-leucyl-3-[(3S)-2-oxopiperidin-3-yl]-L-alaninate C(C)(C)(C)OC(=O)N[C@@H](CC(C)C)C(=O)N[C@@H](C[C@H]1C(NCCC1)=O)C(=O)OC